C1(CCCCC1)CCN1CC(CCC1)C=1NC(N(N1)C1=C2C=CN=CC2=C(C=C1)OC)=O 5-(1-(2-cyclohexylethyl)piperidin-3-yl)-2-(8-methoxyisoquinolin-5-yl)-2,4-dihydro-3H-1,2,4-triazol-3-one